ClC1=C(C=C(C=N1)C(=O)OC)C methyl 6-chloro-5-methyl-pyridine-3-carboxylate